N-((3-Ethyl-2-(2-methylpyridin-4-yl)-1H-indol-5-yl)methyl)-3-(piperidin-4-yl)propanamid C(C)C1=C(NC2=CC=C(C=C12)CNC(CCC1CCNCC1)=O)C1=CC(=NC=C1)C